2-(ethyl(2-ethyl-8-methyl-6-(1-(methylsulfonyl)-1,2,3,6-tetrahydropyridin-4-yl)imidazo[1,2-a]pyridin-3-yl)amino)-4-(4-fluorophenyl)thiazole-5-carbonitrile C(C)N(C=1SC(=C(N1)C1=CC=C(C=C1)F)C#N)C1=C(N=C2N1C=C(C=C2C)C=2CCN(CC2)S(=O)(=O)C)CC